COC([C@@](CC#N)(C)C1=CC(=NC(=C1)C1=CC=C(C=C1)F)Cl)=O.ClC1=NC(=CC(=C1)[C@@]1(C(NCC1)=O)C)C1=CC=C(C=C1)F |r| rac-3-(2-chloro-6-(4-fluorophenyl)pyridin-4-yl)-3-methylpyrrolidin-2-one Methyl-rac-2-(2-chloro-6-(4-fluorophenyl)pyridin-4-yl)-3-cyano-2-methylpropanoate